C(C)N1C=CC2=C(C=CC=C12)CN1CCN(CC1)C1=C(C(N(C2=CC=CN=C12)C)=O)C#N 4-{4-[(1-ethyl-1H-indol-4-yl)methyl]piperazin-1-yl}-1-methyl-2-oxo-1,2-dihydro-1,5-naphthyridine-3-carbonitrile